BrC1=C(C=C(CNCC(=O)O)C=C1)C=1OC(=NN1)C=1C(=C(C=CC1)C1=CC=CC=C1)C (4-bromo-3-(5-(2-methyl-[1,1'-biphenyl]-3-yl)-1,3,4-oxadiazol-2-yl)benzyl)glycine